C(=O)C1=CC2=C(C(=NS2)C(=NC2=CC=C(C=C2)OC(F)(F)F)N)C=C1 6-formyl-N'-[4-(trifluoromethoxy)phenyl]-1,2-benzothiazole-3-carboxamidine